2-amino-9-((2R,3S,4S,5R)-4-fluoro-3-hydroxy-5-(hydroxymethyl)tetrahydrofuran-2-yl)-7-(2-oxo-2-(pyrrolidin-1-yl)ethyl)-7,9-dihydro-1H-purine-6,8-dione NC=1NC(C=2N(C(N(C2N1)[C@@H]1O[C@@H]([C@H]([C@H]1O)F)CO)=O)CC(N1CCCC1)=O)=O